FC(C1(CCC1)OCCO)(F)F 2-(1-(trifluoromethyl)cyclobutoxy)ethan-1-ol